diethyl (8-(6-hydroxy-3-phenyl-3a-(1-phenylvinyl)-1,3a,4,5,6,6a-hexahydropentalen-2-yl)octyl) phosphate P(=O)(OCC)(OCC)OCCCCCCCCC=1CC2C(CCC2(C1C1=CC=CC=C1)C(=C)C1=CC=CC=C1)O